Perfluorononeneoxybenzene FC1=C(C(=C(C(=C1F)F)F)F)OC(=C(C(C(C(C(C(C(C(F)(F)F)(F)F)(F)F)(F)F)(F)F)(F)F)(F)F)F)F